tert-butyl 2-({2-[(tert-butoxycarbonyl)amino]ethyl}amino)imidazole-1-carboxylate C(C)(C)(C)OC(=O)NCCNC=1N(C=CN1)C(=O)OC(C)(C)C